C1(CC1)NC(C1=C(C=C(C(=C1)N1N=NC(=C1)C=1C=NC=C(C1)N[C@@H]1[C@@H](CN(CC1)C)F)C)F)=O N-cyclopropyl-2-fluoro-5-(4-(5-(((3R,4S)-3-fluoro-1-methylpiperidin-4-yl)amino)pyridin-3-yl)-1H-1,2,3-triazol-1-yl)-4-methylbenzamide